4,5-dihydroxy-1,3-dimethyl-imidazolidin-2-one OC1N(C(N(C1O)C)=O)C